l-3-(2-naphthyl)alanine C1=C(C=CC2=CC=CC=C12)C[C@H](N)C(=O)O